C(CCCCCC)(=O)OC[C@]1(O[C@H](C[C@@H]1OC(CCCCCC)=O)N1C2=NC(=NC(=C2N=C1)N)F)C#C [(2R,3S,5R)-5-(6-amino-2-fluoro-9H-purin-9-yl)-2-ethynyl-3-(heptanoyloxy) oxolan-2-yl]methyl heptanoate